FS(C1=CC=C(CN2C(CC3(CC3)CC2)C(=O)NC2(CC2)C2=CC=C(C(=O)O)C=C2)C=C1)(F)(F)(F)F 4-(1-(6-(4-(pentafluorosulfanyl)benzyl)-6-azaspiro[2.5]octane-5-carboxamido)cyclopropyl)benzoic acid